C(C)C1(C(C(CC(=C1)CC)(C(=O)O)CC)C(=O)O)C(=O)O 1,3,5-triethyl-benzenetricarboxylic acid